C(CCCCCCC)SC1=NC(=NC(=N1)SCCCCCCCC)NC1=C(C=CC=C1)O 4,6-bis(octylthio)-1,3,5-triazin-2-ylaminophenol